N,N-dimethylethanesulfonamide CN(S(=O)(=O)CC)C